C(CCC)NC(=CC(C)=O)C 4-(butylamino)-3-penten-2-one